C1(=CC=CC=C1)C=1C(=C(C(=O)OC[C@H]2OC([C@@H]3OC(O[C@@H]32)(C)C)OC)C=C(C1)C)OC(C=C)=O ((3ar,4R,6ar)-6-methoxy-2,2-dimethyltetrahydrofurano[3,4-d][1,3]dioxol-4-yl)methanol phenyl-2-acryloxy-5-methylbenzoate